C(C=C)N1C(C2=NC(=CC=C2C1=O)NC1=NC=C(C(=C1)N[C@H](CO)C1=CC=CC=C1)C1=NC=NO1)(C)C (S)-6-allyl-2-((4-((2-hydroxy-1-phenylethyl)amino)-5-(1,2,4-oxadiazol-5-yl)pyridin-2-yl)amino)-7,7-dimethyl-6,7-dihydro-5H-pyrrolo[3,4-b]pyridin-5-one